CC1=NC(=CC(=C1)C1=CC=C2C(=C(NC2=C1)C=1CCNCC1)C)C 6-(2,6-dimethylpyridin-4-yl)-3-methyl-2-(1,2,3,6-tetrahydropyridin-4-yl)-1H-indole